1-(2-bromo-5-(tetrahydro-2H-pyran-4-yl)thiazol-4-yl)-N,N-dimethylmethylamine BrC=1SC(=C(N1)CN(C)C)C1CCOCC1